COC=1C=C2C(=NC=NC2=CC1OC)NCCOCCP(O)(O)=O (2-(2-((6,7-dimethoxyquinazolin-4-yl)amino)ethoxy)ethyl)phosphonic acid